BrC1=C(C=CC(=C1)N1CC2C(C2C1)(F)F)CN1C=NC(=C1)C(=O)OCC ethyl 1-[(2-bromo-4-{6,6-difluoro-3-azabicyclo[3.1.0]hexan-3-yl}phenyl)methyl]-1H-imidazole-4-carboxylate